FC(C1=NN=C(O1)C=1C=CC(=NC1)CN1C(N(C2=C1C=CC(=C2)C=2C=NC=CC2)C2CCN(CC2)CC)=O)F 1-((5-(5-(difluoromethyl)-1,3,4-oxadiazole-2-yl)pyridine-2-yl)methyl)-3-(1-ethylpiperidine-4-yl)-5-(pyridine-3-yl)-1,3-dihydro-2H-benzo[d]imidazole-2-one